CN1N=CC(=C1C)C1=NN=C(O1)C(=O)N1[C@H](C2=C(CC1)NC=N2)C2=NN1C(C=CC=C1C)=C2 (R)-(5-(1,5-dimethyl-1H-pyrazol-4-yl)-1,3,4-oxadiazol-2-yl)(4-(7-methylpyrazolo[1,5-a]pyridin-2-yl)-6,7-dihydro-1H-imidazo[4,5-c]pyridin-5(4H)-yl)methanone